N1-(2-methylbenzyl)benzene-1,2-diamine CC1=C(CNC=2C(=CC=CC2)N)C=CC=C1